(2-(5-(1-(3,5-Dichloropyridin-4-yl)ethoxy)-1H-indazol-3-yl)-4,6-dihydropyrrolo[3,4-d]imidazol-5(1H)-yl)(4-methylpiperazin-1-yl)methanone ClC=1C=NC=C(C1C(C)OC=1C=C2C(=NNC2=CC1)C1=NC2=C(N1)CN(C2)C(=O)N2CCN(CC2)C)Cl